2-(4-cyclopropyl-6-methoxypyrimidin-5-yl)-N-(4-(5-(trifluoromethyl)-1H-1,2,3-triazol-1-yl)benzyl)-7H-purin-6-amine C1(CC1)C1=NC=NC(=C1C1=NC(=C2NC=NC2=N1)NCC1=CC=C(C=C1)N1N=NC=C1C(F)(F)F)OC